rac-tert-butyl ((3R,5S,6S)-5-hydroxy-6-methylpiperidin-3-yl)carbamate O[C@H]1C[C@H](CN[C@H]1C)NC(OC(C)(C)C)=O |r|